N-({4-[(4-fluoro-1-tetrahydrofuran-3-yl-piperidin-4-yl)methoxy]-3-nitrophenyl}sulfonyl)-2-(1H-pyrrolo[2,3-b]pyridin-5-yloxy)benzamide FC1(CCN(CC1)C1COCC1)COC1=C(C=C(C=C1)S(=O)(=O)NC(C1=C(C=CC=C1)OC=1C=C2C(=NC1)NC=C2)=O)[N+](=O)[O-]